N1C(=CC2=CC=CC=C12)CN1C(N(C=2N=C(N(C2C1=O)C)N[C@H]1C(NCC1)=O)C)=O |r| (±)-1-((1H-indol-2-yl)methyl)-3,7-dimethyl-8-(2-oxopyrrolidin-3-ylamino)-1H-purine-2,6(3H,7H)-dione